CC1(C[C@@H](O1)CNC(=O)C1CCN(CC1)C1=NC(=NO1)C1=CC=C(C=C1)OC)C (R)-N-((4,4-dimethyloxetan-2-yl)methyl)-1-(3-(4-methoxyphenyl)-1,2,4-oxadiazol-5-yl)piperidine-4-carboxamide